(4aR,8aS)-6-[6-[[5-(trifluoromethoxy)-2-pyridyl]methyl]-2-azaspiro[3.3]heptane-2-carbonyl]-4,4a,5,7,8,8a-hexahydropyrido[4,3-b][1,4]oxazin-3-one FC(OC=1C=CC(=NC1)CC1CC2(CN(C2)C(=O)N2C[C@@H]3[C@@H](OCC(N3)=O)CC2)C1)(F)F